tert-Butyl 3-(4-(benzyloxy)-7-(oxazol-2-yl)benzo[d]oxazol-2-yl)-3,6-diazabicyclo[3.1.1]heptane-6-carboxylate C(C1=CC=CC=C1)OC1=CC=C(C2=C1N=C(O2)N2CC1N(C(C2)C1)C(=O)OC(C)(C)C)C=1OC=CN1